C1(CC1)NC(=O)NC=1N=NC(=C(N1)C1=C(C=CC=C1)F)C1=C(C=NC=C1)F 1-cyclopropyl-3-[5-(2-fluorophenyl)-6-(3-fluoro-4-pyridyl)-1,2,4-triazin-3-yl]urea